C(CCCCCCCCCCC)[N+]1(CCCC1)CCCCCCCCCCCC 1,1-didodecylpyrrolidinium